C(=O)(O)CC(C(C(=O)O)=O)C(=O)O carboxymethyl-oxosuccinic acid